C(C)N1N=C(C(=N1)I)I 2-ethyl-4,5-diiodo-2H-1,2,3-triazole